3-(4-(6-chloro-4-(difluoromethoxy)pyridin-3-yl)-1H-pyrazol-1-yl)pyrrolidine-1-carboxylic acid tert-butyl ester C(C)(C)(C)OC(=O)N1CC(CC1)N1N=CC(=C1)C=1C=NC(=CC1OC(F)F)Cl